3-ethyl-4-fluoro-N-(3-(3-(5-methylfuran-2-yl)-[1,2,4]triazolo[4,3-b]pyridazin-6-yl)phenyl)benzamide C(C)C=1C=C(C(=O)NC2=CC(=CC=C2)C=2C=CC=3N(N2)C(=NN3)C=3OC(=CC3)C)C=CC1F